N-(1-[6-chloro-4-[4-(prop-2-enoyl)piperazin-1-yl]quinazolin-7-yl]isoquinolin-3-yl)-2-hydroxyacetamide ClC=1C=C2C(=NC=NC2=CC1C1=NC(=CC2=CC=CC=C12)NC(CO)=O)N1CCN(CC1)C(C=C)=O